cyclohexane nitrogen [N].C1CCCCC1